tert-butyl ((4-(methylcarbamothioyl) thiophen-2-yl) methyl)carbamate CNC(=S)C=1C=C(SC1)CNC(OC(C)(C)C)=O